[Si](C1=CC=CC=C1)(C1=CC=CC=C1)(C(C)(C)C)OC[C@@]12C[C@H](CN2C(C2C1C2)=O)F (5R,6aR)-6a-(((tert-butyldiphenylsilyl)oxy)methyl)-5-fluorohexahydrocyclopropa[a]pyrrolizin-2(1H)-one